N-hydroxy-2-(2-methoxy-5-(methyl-(2-methyl-4-quinazolinyl)amino)phenoxy)acetamide ONC(COC1=C(C=CC(=C1)N(C1=NC(=NC2=CC=CC=C12)C)C)OC)=O